C1(=C(C=CC=C1)P(OC)=O)C methyl tolylphosphinate